methyl (Z)-[4-[3-(4-tert-butylphenyl)-3-[4-[3-(pyrazol-1-yl)propynyl]phenyl]allyloxy]-2-methyl-phenoxy]acetate C(C)(C)(C)C1=CC=C(C=C1)/C(=C/COC1=CC(=C(OCC(=O)OC)C=C1)C)/C1=CC=C(C=C1)C#CCN1N=CC=C1